C(C)N(CC)CC1=C(C=CC=C1)NC(=O)C=1C=C(C=CC1)NC(=O)C=1SC=CC1 N-(3-((2-((diethylamino)methyl)phenyl)carbamoyl)phenyl)thiophene-2-carboxamide